tert-butyl (S)-(1-(3-(2-cyclobutylpyridin-4-yl)-1,2,4-oxadiazol-5-yl)ethyl)carbamate C1(CCC1)C1=NC=CC(=C1)C1=NOC(=N1)[C@H](C)NC(OC(C)(C)C)=O